(3-azaspiro[5.5]undecan-9-yl)methanol C1CNCCC12CCC(CC2)CO